N-(2-fluoro-2-methylpropyl)-5-(2-(neopentylamino)-7H-pyrrolo[2,3-d]pyrimidin-5-yl)pyrazolo[1,5-a]pyridine-3-carboxamide FC(CNC(=O)C=1C=NN2C1C=C(C=C2)C2=CNC=1N=C(N=CC12)NCC(C)(C)C)(C)C